OC1(CCN(CC1)C(=O)OC(C)(C)C)CN1C=NC2=CC(=CC=C2C1=O)NC(CCN1CCN(CC1)C)=O tert-butyl 4-hydroxy-4-((7-(3-(4-methylpiperazin-1-yl)propanamido)-4-oxoquinazolin-3(4H)-yl)methyl)piperidine-1-carboxylate